BrC1=CN=C(C(=N1)C(C(C(CC)=O)N1C(CN(CC1)C(=O)OC(C)(C)C)C)=O)NCC1=CC=C(C=C1)OC tert-butyl 4-(1-(6-bromo-3-((4-methoxybenzyl)amino) pyrazin-2-yl)-1,3-dioxopentan-2-yl)-3-methylpiperazine-1-carboxylate